lysergic acid OC(=O)[C@H]1CN(C)[C@@H]2CC3=CNC4=CC=CC(C2=C1)=C34